5,6,7,8-tetrahydropteridine-4-carboxylic acid ethyl ester C(C)OC(=O)C1=NC=NC=2NCCNC12